N1=C(C=CC=C1)CN1CCC(CC1)C(=O)NC1CCC(CC1)NC1=CC(=NC2=CC=C(C=C12)Cl)C(F)(F)F 1-[(pyridin-2-yl)methyl]-N-[(1s,4s)-4-{[6-chloro-2-(trifluoromethyl)quinolin-4-yl]amino}cyclohexyl]piperidine-4-carboxamide